(R)-2-methyl-N-[(3S)-1-[5-(sodiosulfanyl)pyrazin-2-yl]-1,3-dihydrospiro[indene-2,4'-piperidin]-3-yl]propane-2-sulfinamide CC(C)(C)[S@@](=O)N[C@@H]1C2=CC=CC=C2C(C12CCNCC2)C2=NC=C(N=C2)S[Na]